1,3-dimethylpyrazole-5-one CN1NC(=CC1=O)C